NCCNCCC[SiH](OC)OC N-aminoethyl-3-aminopropyl-dimethoxysilane